4-((1-(4-(2-(2-aminopyridin-3-yl)-5-(5-cyclopropoxypyridin-2-yl)-3H-imidazo[4,5-b]pyridin-3-yl)benzyl)piperidin-4-yl)amino)pyrimidine-2-carbonitrile NC1=NC=CC=C1C1=NC=2C(=NC(=CC2)C2=NC=C(C=C2)OC2CC2)N1C1=CC=C(CN2CCC(CC2)NC2=NC(=NC=C2)C#N)C=C1